C12(CC3CC(CC(C1)C3)C2)C2=CC=C(C=C2)NC2=CC=C(C=C2)C2=CC=CC=C2 N-{4-[(3r,5r,7r)-adamantan-1-yl]Phenyl}-(1,1'-biphenyl)-4-amine